C1(CC1)N1C=C(C(C2=CC(=C(C=C12)N1CCN(CC1)C1=CC=CC2=CC=CC=C12)F)=O)C(=O)O 1-cyclopropyl-6-fluoro-7-(4-(naphthalen-1-yl)piperazin-1-yl)-4-oxo-1,4-dihydroquinoline-3-carboxylic acid